FC=1C=C(OC2C(NC(CC2)=O)=O)C=CC1N1C[C@@H]([C@@H](CC1)N1CCNCC1)F 3-(3-fluoro-4-((3S,4R)-3-fluoro-4-(piperazin-1-yl)piperidin-1-yl)phenoxy)piperidine-2,6-dione